N-(2-bromo-4-(perfluoropropan-2-yl)-6-(trifluoromethyl)phenyl)-2-fluoro-3-(methylamino)benzamide BrC1=C(C(=CC(=C1)C(C(F)(F)F)(C(F)(F)F)F)C(F)(F)F)NC(C1=C(C(=CC=C1)NC)F)=O